BrC=1C(=NC(=CC1)C)N(C)C1=C(C=CC=C1)Cl 3-bromo-N-(2-chlorophenyl)-N,6-dimethylpyridine-2-amine